CC=1C(=C(C=C(C1)C)C=1C=C(C=C(C1O)C1=C(C(=CC(=C1)C)C)O)C(C)(C)C1=CC=C(C=C1)C(CC1=CC(=C(C(=C1)C1=C(C(=CC(=C1)C)C)O)O)C1=C(C(=CC(=C1)C)C)O)C1=CC(=C(C(=C1)C1=C(C(=CC(=C1)C)C)O)O)C1=C(C(=CC(=C1)C)C)O)O 4,4'-[1-{4-[1-(3,5-Bis(3,5-dimethyl-2-hydroxyphenyl)-4-hydroxyphenyl)-1-methylethyl]phenyl}ethylene]bis[2,6-bis(3,5-dimethyl-2-hydroxyphenyl)phenol]